tert-Butyl 8'-bromo-9'-chloro-7'-fluoro-3'-oxo-3',4'-dihydro-1'H-spiro[azetidine-3,2'-pyrazino[2,3-c]quinoline]-1-carboxylate BrC=1C(=CC=2C3=C(C=NC2C1F)NC(C1(N3)CN(C1)C(=O)OC(C)(C)C)=O)Cl